NC1=CC(=C(C=C1)C1=C(C(=NC=C1)N)C#CCN1CCN(CC1)C)F 4-(4-Amino-2-fluorophenyl)-3-(3-(4-methylpiperazin-1-yl)prop-1-ynyl)pyridin-2-amine